4-(4-((4-methyl-hex-3-en-1-yl)oxy)phenyl)butan-2-one CC(=CCCOC1=CC=C(C=C1)CCC(C)=O)CC